C(C)(C)[Si]1(O[Si](OC[C@@H]2[C@@H](O1)C=CS2)(C(C)C)C(C)C)C(C)C (6aR,9aS)-2,2,4,4-tetraisopropyl-6a,9a-dihydro-6H-thieno[3,2-f][1,3,5,2,4]trioxadisilocin